C(C)(C)(C)C1=CC=C(C=C1)N(C(=O)[C@@H]1N(C[C@@H](C1)OC)C(=O)OC(C)(C)C)C(C(=O)NC1CCC(CC1)(F)F)(C)C1=NC=CN=C1 (2R,4R)-tert-butyl 2-((4-(tert-butyl)phenyl)(1-((4,4-difluorocyclohexyl)amino)-1-oxo-2-(pyrazin-2-yl)propan-2-yl)carbamoyl)-4-methoxypyrrolidine-1-carboxylate